C(=O)O.C(C)N1N=C(C=C1C1=NNC(=N1)C1=C2C=NN(C2=CC(=C1)C(=O)N)CCCN1CCOCC1)C 4-[3-(1-ethyl-3-methyl-1H-pyrazol-5-yl)-1H-1,2,4-triazol-5-yl]-1-[3-(morpholin-4-yl)propyl]-1H-indazole-6-carboxamide formic acid salt